CN1N=CC2=CC=CC(=C12)NS(=O)(=O)C=1C=NC(=CC1)C=1C=NNC1C N-(1-METHYL-1H-INDAZOL-7-YL)-6-(5-METHYL-1H-PYRAZOL-4-YL)PYRIDINE-3-SULFONAMIDE